1-N-(2-aminoethyl)-3,4-bis(benzyloxy)-2-chlorobenzamide hydrochloride Cl.NCCNC(C1=C(C(=C(C=C1)OCC1=CC=CC=C1)OCC1=CC=CC=C1)Cl)=O